2,6-diaminobenzo[1,2-b:4,5-b']difuran-3,7-dicarboxylic acid dihexyl ester C(CCCCC)OC(=O)C=1C=2C(OC1N)=CC1=C(OC(=C1C(=O)OCCCCCC)N)C2